1-(2,2-difluoro-1-(4-fluorophenyl)propyl)-4-(4,4,5,5-tetramethyl-1,3,2-dioxaborolan-2-yl)-1H-pyrazole FC(C(C1=CC=C(C=C1)F)N1N=CC(=C1)B1OC(C(O1)(C)C)(C)C)(C)F